4-(8-{2-[(2,2-difluoroethyl)(isopropyl)carbamoyl]-4-fluorophenyl}pyrrolo[1,2-a]pyrazin-6-yl)-piperidine-1-carboxylic acid tert-butyl ester C(C)(C)(C)OC(=O)N1CCC(CC1)C1=CC(=C2N1C=CN=C2)C2=C(C=C(C=C2)F)C(N(C(C)C)CC(F)F)=O